CC=1C=C2[C@@H](N3C(C2=CC1)=CN=C3)[C@@H]3[C@H](COC3)O (3R,4S)-4-((S)-7-methyl-5H-imidazo[5,1-a]isoindol-5-yl)tetrahydrofuran-3-ol